tert-butyl 5-((1R,2R)-2-(((tert-butyldiphenylsilyl)oxy)methyl)cyclopropyl)-2-methylpentanoate [Si](C1=CC=CC=C1)(C1=CC=CC=C1)(C(C)(C)C)OC[C@H]1[C@@H](C1)CCCC(C(=O)OC(C)(C)C)C